(R)-4-Boc-morpholine-3-carboxylic acid C(=O)(OC(C)(C)C)N1[C@H](COCC1)C(=O)O